ClC=1C=C(C=CC1F)C(O)([C@@H]1CC[C@H](CC1)C(F)(F)F)C=1NC=C(N1)S(=O)(=O)C (3-chloro-4-fluorophenyl)(4-(methyl-sulfonyl)-1H-imidazol-2-yl)((trans)-4-(trifluoromethyl)cyclohexyl)methanol